3-(benzo[c][1,2,5]thiadiazol-4-ylmethyl)-1-methoxy-1-methyl-urea N=1SN=C2C1C=CC=C2CNC(N(C)OC)=O